C(#C)C1=C(C=CC2=CC(NC(=C12)C1=C(C=2N=C(N=C(C2C=N1)N(C[C@H]1NCCCC1)C)N1CCC(CC1)(C)O)F)=O)F (S)-8-ethynyl-7-fluoro-1-(8-fluoro-2-(4-hydroxy-4-methylpiperidin-1-yl)-4-(methyl(piperidin-2-ylmethyl)amino)pyrido[4,3-d]pyrimidin-7-yl)isoquinolin-3(2H)-one